O=C1N(CCC(N1)=O)N1C(C2=CC=C(C=C2C1=O)CN1CCC(=CC1)C1=CSC=C1)=O 2-(2,4-dioxotetrahydropyrimidin-1(2H)-yl)-5-((4-(thiophen-3-yl)-3,6-dihydropyridin-1(2H)-yl)methyl)isoindoline-1,3-dione